tert-butyl 4-(2-((4-(2,6-bis(benzyloxy)pyridin-3-yl)phenyl)amino)ethyl)piperidine-1-carboxylate C(C1=CC=CC=C1)OC1=NC(=CC=C1C1=CC=C(C=C1)NCCC1CCN(CC1)C(=O)OC(C)(C)C)OCC1=CC=CC=C1